CNC1=NN2C(CNCCC2)=C1 N-methyl-4,6,7,8-tetrahydropyrazolo[1,5-a][1,4]diazepin-2-amine